3-(2,2-difluoro-1-hydroxyethyl)-1H-indole-5-carboxylic acid FC(C(O)C1=CNC2=CC=C(C=C12)C(=O)O)F